methyl (R)-3-amino-6-(pent-4-en-2-yloxy)-5-(trifluoromethyl)pyridine-2-carboxylate NC=1C(=NC(=C(C1)C(F)(F)F)O[C@H](C)CC=C)C(=O)OC